C(=O)C=1C=C(C=CC1OCC(C)C)C=1SC(=C(N1)C)C(=O)[O-] 2-(3-formyl-4-isobutoxy-phenyl)-4-methyl-thiazole-5-carboxylate